N[C@@H]1[C@@H](OCC12CCN(CC2)C=2C(=NC(=C(N2)C)SC2=C(C(=NC=C2)N2CC(C2)S(=O)(=O)C)Cl)CO)C {3-[(3S,4S)-4-amino-3-methyl-2-oxa-8-azaspiro[4.5]dec-8-yl]-6-{[3-chloro-2-(3-methanesulfonylazetidin-1-yl)pyridin-4-yl]mercapto}-5-methylpyrazin-2-yl}methanol